C(CC(C)C)C(C(=O)O)=C.C(C=C)(=O)OCCC(C)C isoamyl acrylate (isoamyl acrylate)